7-hydroxy-3-((R)-1-hydroxy-2-(2-((2-methoxyethyl)(methyl)amino)-6-(oxetan-3-ylamino)pyrimidine-4-carboxamido)ethyl)-3,4-dihydroisoquinoline OC1=CC=C2CC(N=CC2=C1)[C@@H](CNC(=O)C1=NC(=NC(=C1)NC1COC1)N(C)CCOC)O